2,4,7-tricyanobenzimidazole lithium salt [Li].C(#N)C=1NC2=C(N1)C(=CC=C2C#N)C#N